(S)-2-(tert-butoxycarbonylamino)-2-(3-chloro-2-fluorophenyl)ethyl methanesulfonate CS(=O)(=O)OC[C@H](C1=C(C(=CC=C1)Cl)F)NC(=O)OC(C)(C)C